(1-methyl-1H-pyrazol-4-yl)-4-oxo-3,4-dihydropyridine-1(2H)-carboxylic acid tert-butyl ester C(C)(C)(C)OC(=O)N1C(CC(C=C1)=O)C=1C=NN(C1)C